(E)-2-((2,6-diaminopyridin-3-yl)diazenyl)phenyl ethyl carbonate C(OC1=C(C=CC=C1)\N=N\C=1C(=NC(=CC1)N)N)(OCC)=O